N-(5-(4-fluorobenzo[d][1,3]dioxol-5-yl)-1-(2-methoxypropyl)-1H-pyrazolo[3,4-b]pyridin-3-yl)-3,3-dimethylbutanamide FC1=C(C=CC=2OCOC21)C=2C=C1C(=NC2)N(N=C1NC(CC(C)(C)C)=O)CC(C)OC